benzyl 7-(hydroxymethyl)-1-methoxy-1,4a,5,7a-tetrahydrocyclopenta[c]pyran-4-carboxylate OCC1=CCC2C1C(OC=C2C(=O)OCC2=CC=CC=C2)OC